CN(CCCCC(=O)N(CCCCCCCC(=O)OCC(CCCCCCCC)CCCCCC)C(CCCCCCCC(=O)OCC(CCCCCCCC)CCCCCC)CCCCCCCCCC)C 2-Hexyldecyl 9-(5-(dimethylamino)-N-(8-((2-hexyldecyl)oxy)-8-oxooctyl)-pentanamido)-nonadecanoate